C(C)(C)(C)OC(NC1=NN(N=C1CN)C)=O (5-Aminomethyl-2-methyl-2H-[1,2,3]triazol-4-yl)-carbamic acid tert-butyl ester